(6-Chlorochroman-3-yl)(1-(2-hydroxyethyl)-6-(5-methoxy-1H-pyrazol-4-yl)-1H-pyrrolo[3,2-c]pyridin-3-yl)methanone hydrochloride Cl.ClC=1C=C2CC(COC2=CC1)C(=O)C1=CN(C2=C1C=NC(=C2)C=2C=NNC2OC)CCO